C1=C(C=CC2=CC(=CC=C12)C(=O)N1[C@@H](C[C@H](C1)O)C1=NC(=NO1)CCCC1=CC=CC=C1)C(=O)N1[C@@H](C[C@H](C1)O)C1=NC(=NO1)CCCC1=CC=CC=C1 Naphthalene-2,6-diylbis(((2S,4R)-4-hydroxy-2-(3-(3-phenyl-propyl)-1,2,4-oxadiazol-5-yl)pyrrolidin-1-yl)methanone)